β-cyclohexyl-L-alanine C1(CCCCC1)C[C@H](N)C(=O)O